CS(=O)(=O)[O-].C(CCCCCCCCCCC)[NH+]1C(CCCC1)CC 1-Dodecyl-2-ethylpiperidinium methansulfonat